ClC1=CC=C(C=C1)NC(=O)N1[C@@H](CCC1)C(=O)NC1=CC=C(C=C1)C1=CC=C(C=C1)C(=O)O |r| 4'-({1-[(4-chlorophenyl)carbamoyl]-DL-prolyl}amino)[1,1'-biphenyl]-4-carboxylic acid